NC1=CC=C(C(=O)OCCCOC(C2=CC=C(C=C2)N)=O)C=C1 trimethylene glycol bis(para-aminobenzoate)